ClC=1C=C(O[C@H]2CN(CCC2)C(=O)OC(C)(C)C)C=CC1C(=O)OC tert-butyl (3R)-3-(3-chloro-4-methoxycarbonyl-phenoxy)piperidine-1-carboxylate